C(C)(=O)O.NN1C(NC(CC1)=O)=O 1-aminodihydropyrimidine-2,4(1H,3H)-dione acetate